C(C(C)C)N1N=CC(=C1)C=1C=CC=C2C(=C(N(C12)C)C)C(=O)NC1=NC(=CC=C1)C1=NN=CN1C(C)C 7-(1-isobutyl-1H-pyrazol-4-yl)-N-(6-(4-isopropyl-4H-1,2,4-triazol-3-yl)pyridin-2-yl)-1,2-dimethyl-1H-indole-3-carboxamide